O1COC2=CC(=CC=C12)C=NN=C(C(=O)C1=CC=CC=C1)C1=CC=CC=C1 2-{2-[(1,3-dioxaindan-5-yl)methylidene]hydrazin-1-ylidene}-1,2-diphenylethan-1-one